Methyl (E)-3'-cyano-5'-(3-hydroxy-4-methoxyphenyl)-2'-(4-((4-(3-(hydroxyamino)-3-oxoprop-1-en-1-yl)benzyl)amino)piperidin-1-yl)-[3,4'-bipyridine]-6-carboxylate formate C(=O)O.C(#N)C=1C(=NC=C(C1C=1C=NC(=CC1)C(=O)OC)C1=CC(=C(C=C1)OC)O)N1CCC(CC1)NCC1=CC=C(C=C1)\C=C\C(=O)NO